2-((S)-1-(4-((S)-2-(5-chloropyridin-2-yl)-2-methylbenzo[d][1,3]dioxolan-4-yl)-3,6-dihydropyridin-1(2H)-yl)ethyl)-1-(((S)-oxetan-2-yl)methyl)-1H-benzo[d]imidazole-6-carboxylic acid ClC=1C=CC(=NC1)[C@@]1(OC2=C(O1)C=CC=C2C=2CCN(CC2)[C@@H](C)C2=NC1=C(N2C[C@H]2OCC2)C=C(C=C1)C(=O)O)C